5-(((2S)-1-(3-Oxo-3-(3-((5-(trifluoromethyl)pyrimidin-2-yl)amino)pyrrolidin-1-yl)propoxy)propan-2-yl)amino)-4-(trifluoromethyl)pyridazin-3(2H)-one O=C(CCOC[C@H](C)NC1=C(C(NN=C1)=O)C(F)(F)F)N1CC(CC1)NC1=NC=C(C=N1)C(F)(F)F